COC1=CC2=C(C=3[C@H]([C@@H]4N(CC3C3=C2C=C(C(=C3)OC)OC)CCC4)O)C=C1 (13aR,14R)-3,6,7-trimethoxy-9,11,12,13,13a,14-hexahydrodibenzo[f,h]pyrrolo[1,2-b]isoquinolin-14-ol